3-methyl-2-(pyridin-3-ylsulfonyl)-2H-benzo[g]indazole-4,5-dione CC=1N(N=C2C3=C(C(C(C12)=O)=O)C=CC=C3)S(=O)(=O)C=3C=NC=CC3